COC1=CC=C(C=O)C=C1 Para-Methoxybenzaldehyd